C1=C(C=CC=2C3=CC=CC=C3C=CC12)C(=O)Cl Phenanthrene-2-yl-carbonyl chloride